C(C=C)[C@@H]1[C@@H](C[C@@H]([C@H]1CO[Si](C(C)(C)C)(C)C)OC1OCCCC1)OCC(C(=O)OCC)=C Ethyl 2-({[(1R,2S,3R,4S)-2-allyl-3-({[dimethyl(2-methyl-2-propanyl)silyl]oxy}methyl)-4-(tetrahydro-2H-pyran-2-yloxy)cyclopentyl]oxy}methyl)acrylate